decanecarboxylic acid, ethyl ester C(CCCCCCCCC)C(=O)OCC